methyl 1-(2-methyl-3-(2-oxo-4-(o-tolyl)-2H-chromen-7-yl)propanoyl)piperidine-4-carboxylate CC(C(=O)N1CCC(CC1)C(=O)OC)CC1=CC=C2C(=CC(OC2=C1)=O)C1=C(C=CC=C1)C